1-carboxymethyl-3-methylimidazole bromide salt [Br-].C(=O)(O)CN1CN(C=C1)C